NC=1C(=NC(=CN1)C1=C(C=C(C=C1)NC([C@@H](O)C1=CC(=CC(=C1)F)F)=O)C)C(=O)NCCOC (S)-3-amino-6-(4-(2-(3,5-difluorophenyl)-2-hydroxyacetamido)-2-methylphenyl)-N-(2-methoxyethyl)pyrazine-2-carboxamide